2,3,4,5-tetramethylcyclopentadienyl-Dimethyl-(2-isopropyl-4-naphthyl)indenyl-Silane CC=1C(C(=C(C1C)C)C)C=1C(C2=CC=CC=C2C1)[Si](C1=CC(=CC2=CC=CC=C12)C(C)C)(C)C